(R)-1-(6-(3-(8-((1,4-dioxan-2-yl)methyl)-5,8-diazaspiro[3.5]non-5-yl)-4-(5-chloro-6-methyl-1H-indazol-4-yl)-5-methyl-1H-pyrazol-1-yl)-2-azaspiro[3.3]hept-2-yl)prop-2-en-1-one O1[C@@H](COCC1)CN1CCN(C2(CCC2)C1)C1=NN(C(=C1C1=C2C=NNC2=CC(=C1Cl)C)C)C1CC2(CN(C2)C(C=C)=O)C1